(2-oxo-3-phenylpropyl)-1H-indole-3-carbaldehyde O=C(CN1C=C(C2=CC=CC=C12)C=O)CC1=CC=CC=C1